O=C1NC(CCC1N1C(C(=CC1=O)NC=1C=C(C=CC1)CC(=O)N1CCN(CC1)CCCN1CCCCC1)=O)=O 1-(3-(4-(2-(3-((1-(2,6-dioxopiperidin-3-yl)-2,5-dioxo-2,5-dihydro-1H-pyrrol-3-yl)amino)phenyl)acetyl)piperazin-1-yl)propyl)piperidin